glycidyl-α-butyl acrylate C(C=C)(=O)OCCCCCC1CO1